2-({5-chloro-1H-imidazo[4,5-b]pyridin-2-yl}methyl)-4-(2-chloro-4-methoxyphenyl)-2H-pyrazolo[4,3-c]pyridine ClC1=CC=C2C(=N1)N=C(N2)CN2N=C1C(C(=NC=C1)C1=C(C=C(C=C1)OC)Cl)=C2